5-bromo-4-chloro-2-(3,3-difluorocyclobutoxy)aniline BrC=1C(=CC(=C(N)C1)OC1CC(C1)(F)F)Cl